4-(2,4-difluoro-pyridin-3-yl)-2-methylaniline FC1=NC=CC(=C1C1=CC(=C(N)C=C1)C)F